The molecule is a tetradecenoic acid in which the double bond is at the 9-10 position and has Z configuration. Myristoleic acid has been isolated from Serenoa repens and has cytotoxic and apoptosis-inducing effects. It has a role as an apoptosis inducer, a plant metabolite and an EC 3.1.1.1 (carboxylesterase) inhibitor. It is a tetradecenoic acid and a long-chain fatty acid. It is a conjugate acid of a myristoleate. CCCC/C=C\\CCCCCCCC(=O)O